ClC1=C(C(=O)N2COC3=C(C2)C=CC=C3C3=CC(=C(C(=O)O)C=C3F)N3C2COCC3CC2)C(=CC(=C1)N1CC2CCC(C1)N2C2COC2)Cl 4-[3-[2,6-Dichloro-4-[8-(oxetan-3-yl)-3,8-diazabicyclo[3.2.1]octan-3-yl]benzoyl]-2,4-dihydro-1,3-benzoxazin-8-yl]-5-fluoro-2-(3-oxa-8-azabicyclo[3.2.1]octan-8-yl)benzoic acid